CC1=C(C=CC(=C1N)C)N 2,4-dimethyl-1,3-diaminobenzene